FC(CN(C1=NC=2N(C3=CC=C(C(=C13)F)F)C(=NN2)C)C2=CC(=CC(=C2)F)C#CC2(CC2)C(C)(F)F)F N-(2,2-difluoroethyl)-N-(3-((1-(1,1-difluoroethyl)cyclopropyl)ethynyl)-5-fluorophenyl)-6,7-difluoro-1-methyl-[1,2,4]triazolo[4,3-a]quinazolin-5-amine